(S)-1-[(4-{3-[(1r,3r,5S,7S)-3,5-dimethyladamantan-1-yl]ureido}-3-fluorophenyl)sulfonyl]piperidine-3-carboxamide C[C@]12CC3(CC(C[C@@](C1)(C3)C)C2)NC(NC2=C(C=C(C=C2)S(=O)(=O)N2C[C@H](CCC2)C(=O)N)F)=O